BrC1=CC=C(C=C1)CCCCO 4-(4-bromophenyl)butan-1-ol